BrC=1N=C(C(=NC1)N)O[C@H](C)C1=C(C=CC(=C1)F)[Sn](C)(C)C (R)-5-bromo-3-(1-(5-fluoro-2-(trimethylstannyl)phenyl)ethoxy)pyrazin-2-amine